2-((1R,5S,6S)-3-(7,7-difluoro-2-((S)-2-methylazetidin-1-yl)-6,7-dihydro-5H-cyclopenta[d]pyrimidin-4-yl)-3-azabicyclo[3.1.1]heptan-6-yl)-1-(piperazin-1-yl)ethan-1-one FC1(CCC2=C1N=C(N=C2N2C[C@H]1C([C@@H](C2)C1)CC(=O)N1CCNCC1)N1[C@H](CC1)C)F